CN1N=C(C=C1S(=O)(=O)N1[C@H]2CC(C[C@@H]1CC2)CN2CCOCC2)C 4-(((1R,3s,5S)-8-((1,3-dimethyl-1H-pyrazol-5-yl)sulfonyl)-8-azabicyclo[3.2.1]oct-3-yl)methyl)morpholine